ClC=1C=NC(=NC1)OC1=C2C(=NC(=NC2=CC=C1)C(F)(F)F)CCC(=O)NCC 3-[5-(5-chloropyrimidin-2-yl)oxy-2-(trifluoromethyl)-quinazolin-4-yl]-N-ethyl-propionamide